(((3s,5s,7s)-adamantan-1-yl)amino)-3-(4-aminophenoxy)propan-2-ol C12(CC3CC(CC(C1)C3)C2)NCC(COC2=CC=C(C=C2)N)O